FC(C(=O)O)(F)F.C1N(CCC12CCNCC2)C=O (2,8-diazaspiro[4.5]dec-2-yl)methanone trifluoroacetate salt